6-(1-(1-(methylsulfonyl)piperidin-4-yl)-1H-pyrazol-4-yl)N-(trans-4-morpholinocyclohexyl)-9H-pyrimido[4,5-b]indol-4-amine CS(=O)(=O)N1CCC(CC1)N1N=CC(=C1)C=1C=C2C3=C(NC2=CC1)N=CN=C3N[C@@H]3CC[C@H](CC3)N3CCOCC3